N2-acetyl-N6-[(benzyloxy)carbonyl]-L-lysyl-L-alanyl-L-alanyl-L-asparagine C(C)(=O)N[C@@H](CCCCNC(=O)OCC1=CC=CC=C1)C(=O)N[C@@H](C)C(=O)N[C@@H](C)C(=O)N[C@@H](CC(N)=O)C(=O)O